N-(2,2-Difluoroethyl)-5-fluoro-N-isopropyl-2-((4-(7-(((2S,5R)-5-((N-methylsulfamoyl)amino)tetrahydro-2H-pyran-2-yl)methyl)-2,7-diazaspiro[3.5]nonan-2-yl)pyrimidin-5-yl)oxy)benzamide FC(CN(C(C1=C(C=CC(=C1)F)OC=1C(=NC=NC1)N1CC2(C1)CCN(CC2)C[C@H]2OC[C@@H](CC2)NS(NC)(=O)=O)=O)C(C)C)F